C(=O)O.NCCNC(CNC(C1=C(C=C(C=C1)NC=1C=2N(C=CN1)C(=CN2)C=2C(=NN(C2)CC#N)C(F)(F)F)C)=O)=O N-[2-(2-aminoethylamino)-2-oxo-ethyl]-4-[[3-[1-(cyanomethyl)-3-(trifluoromethyl)pyrazol-4-yl]imidazo[1,2-a]pyrazin-8-yl]amino]-2-methyl-benzamide formate